8-amino-6-fluoro-N-[(4-hydroxycyclohexyl)methyl]-4-oxo-chromene-2-carboxamide NC=1C=C(C=C2C(C=C(OC12)C(=O)NCC1CCC(CC1)O)=O)F